5-[(1s,3s)-3-(trifluoro-methoxy)cyclobutyl]-1,3,4-oxadiazol FC(OC1CC(C1)C1=NN=CO1)(F)F